C(C)O[Si](OCC)(OCC)CCCSSCCC[Si](OCC)(OCC)OCC bis-[triethoxysilylpropyl] disulfide